zirconium acrylate salt C(C=C)(=O)[O-].[Zr+4].C(C=C)(=O)[O-].C(C=C)(=O)[O-].C(C=C)(=O)[O-]